COC1=CC=C(COC2=NN3C(C=CC(=C3)NCCC)=C2C#N)C=C1 (4-methoxybenzyloxy)-6-(propylamino)pyrazolo[1,5-a]Pyridine-3-carbonitrile